4-methyl-5-phenylOxazolidin-2-one CC1NC(OC1C1=CC=CC=C1)=O